(S)-tert-butyl 2-methyl-4-propyl-1-oxa-4,9-diazaspiro[5.5]undecane-9-carboxylate C[C@@H]1OC2(CN(C1)CCC)CCN(CC2)C(=O)OC(C)(C)C